2-((2S,4S)-4-(7-(2-chloro-3-methylphenyl)-6-fluoro-8-methyl-4-(3-oxomorpholino)-1H-[1,2,3]triazolo[4,5-c]quinolin-1-yl)-1-((E)-4-fluorobut-2-enoyl)piperidin-2-yl)acetonitrile ClC1=C(C=CC=C1C)C=1C(=CC=2C3=C(C(=NC2C1F)N1C(COCC1)=O)N=NN3[C@@H]3C[C@H](N(CC3)C(\C=C\CF)=O)CC#N)C